BrC=1C(=CC(=C(N)C1)I)OC(F)F 5-bromo-4-(difluoromethoxy)-2-iodoaniline